C(#N)C=1C(OC(C1C=CC1=C(C=C(C=C1)C1=CC=C(C=C1)N(C1=CC=CC=C1)C1=CC=CC=C1)O)(C)C)=C(C#N)C#N 2-(3-cyano-4-(2-(4'-(diphenylamino)-3-hydroxy-[1,1'-biphenyl]-4-yl)vinyl)-5,5-dimethylfuran-2(5H)-ylidene)malononitrile